1,4,5-dioxazepan O1CCONCC1